ClC1=CC=CC(=N1)C(=O)C=1C(=NC(=CC1)Cl)C(=O)O 6-chloropyridine-2-carbonyl-(6-chloropyridine-2-carboxylic acid)